2-(6-amino-5-(4-phenylpiperazin-1-yl)pyridazin-3-yl)phenol NC1=C(C=C(N=N1)C1=C(C=CC=C1)O)N1CCN(CC1)C1=CC=CC=C1